2-(methoxycarbonyl)pyridine-4-carboxylic acid COC(=O)C1=NC=CC(=C1)C(=O)O